C(C)(=O)N1CC(CC1)CONC([C@H](C)OC1=CC=C(C=C1)Cl)=O (2S)-N-[(1-acetylpyrrolidin-3-yl)methoxy]-2-(4-chlorophenoxy)propanamide